3-(2,4-dimethoxybenzyl)-1-(5-((1-isobutyrylpiperidin-4-yl)methyl)pyrazolo[1,5-a]pyridin-3-yl)dihydropyrimidine-2,4(1H,3H)-dione COC1=C(CN2C(N(CCC2=O)C=2C=NN3C2C=C(C=C3)CC3CCN(CC3)C(C(C)C)=O)=O)C=CC(=C1)OC